(S)-(+)-α-methoxy-α-(trifluoromethyl)phenylacetyl chloride CO[C@](C1=CC=CC=C1)(C(=O)Cl)C(F)(F)F